F[C@H]1CN(CC[C@H]1NC1=CC=CC2=C1SC(=C2CC(F)(F)F)I)C(=O)OC(C)(C)C tert-butyl (3S,4R)-3-fluoro-4-((2-iodo-3-(2,2,2-trifluoroethyl)benzo[b]thiophen-7-yl)amino)piperidine-1-carboxylate